3-chloro-N-(2,4-difluoro-3-(7-fluoro-3-(1H-imidazol-2-yl)-1H-indazol-6-yl)phenyl)-2-methylbenzenesulfonamide ClC=1C(=C(C=CC1)S(=O)(=O)NC1=C(C(=C(C=C1)F)C1=CC=C2C(=NNC2=C1F)C=1NC=CN1)F)C